4-(4-acryloyl-2-methylpiperazin-1-yl)-7-(2-amino-6-fluorophenyl)-5-fluoro-1-(4-methyl-2-isopropyl-pyridin-3-yl)pyrido[2,3-d]pyrimidin-2(1H)-one C(C=C)(=O)N1CC(N(CC1)C=1C2=C(N(C(N1)=O)C=1C(=NC=CC1C)C(C)C)N=C(C=C2F)C2=C(C=CC=C2F)N)C